tert-butyl N-[2-hydroxy-2-[4-[1-(trifluoromethyl)cyclopropyl]phenyl]ethyl]carbamate OC(CNC(OC(C)(C)C)=O)C1=CC=C(C=C1)C1(CC1)C(F)(F)F